OC1(CCN(CC1)C(C[C@@H](C)C1=CC=CC=C1)=O)CN1C=C(C(=CC1=O)C1=CC=CC=C1)C1=C(C#N)C=CC=C1 (R)-2-(1-((4-hydroxy-1-(3-phenylbutyryl)piperidin-4-yl)methyl)-6-oxo-4-phenyl-1,6-dihydropyridin-3-yl)benzonitrile